C1OCCC2=C1C=C(C=C2)C=2NC(C=1N(C2)N=C(C1)C(=O)N[C@H](C)C1=CC=C(C=C1)F)=O 6-(3,4-Dihydro-1H-2-benzopyran-7-yl)-N-[(1R)-1-(4-fluorophenyl)ethyl]-4-oxo-4,5-dihydropyrazolo[1,5-a]pyrazine-2-carboxamide